2,3,5-Trifluoro-N-(2-fluoro-4-iodophenyl)-6-(isoxazol-5-yl)aniline FC1=C(NC2=C(C=C(C=C2)I)F)C(=C(C=C1F)F)C1=CC=NO1